5-(4-fluoro-3-(trifluoromethyl)phenyl)-3-(2-(3-fluoropyrrolidin-1-yl)-2-oxoethyl)-7-(methoxymethyl)-3H-pyrrolo[2,3-d]pyrimidin-4(7H)-one FC1=C(C=C(C=C1)C1=CN(C=2N=CN(C(C21)=O)CC(=O)N2CC(CC2)F)COC)C(F)(F)F